CC1=NC(=CC(=N1)NC1=C(C(=O)NOCC)C(=CC=N1)NC1=C(C=C(C=C1)CC)N(S(=O)(=O)C)C)C ((2,6-dimethylpyrimidin-4-yl)amino)-N-ethoxy-4-((4-ethyl-2-(N-methylmethanesulfonamido)phenyl)amino)nicotinamide